6-chloro-3-(((R)-1-((S)-9-fluoro-1,2,4a,5-tetrahydro-4H-[1,4]oxazino[4',3':4,5][1,4]oxazino[2,3-b]quinoxalin-11-yl)ethyl)amino)picolinoyl chloride ClC1=CC=C(C(=N1)C(=O)Cl)N[C@H](C)C=1C=2N=C3C(=NC2C=C(C1)F)OC[C@H]1N3CCOC1